Cl.Cl.FC1=C(C=CC(=C1)C1(CNCC1)O)C=1N=C2SC3=C(N2C1)C=C(C(=C3)C(=O)NCCCN3CCC(CC3)F)OC 2-(2-fluoro-4-(3-hydroxypyrrolidin-3-yl)phenyl)-N-(3-(4-fluoropiperidin-1-yl)propyl)-6-methoxybenzo[d]imidazo[2,1-b]thiazole-7-carboxamide dihydrochloride